1-(1-(azetidin-3-yl)isoquinolin-4-yl)-N-(5-chloro-6-(2H-1,2,3-triazol-2-yl)pyridin-3-yl)-5-(trifluoromethyl)-1H-pyrazole-4-carboxamide N1CC(C1)C1=NC=C(C2=CC=CC=C12)N1N=CC(=C1C(F)(F)F)C(=O)NC=1C=NC(=C(C1)Cl)N1N=CC=N1